OC1=C(C=C2C(=NC=NC2=C1)N1CCN(CCC1)C(=O)[O-])OC 4-(7-hydroxy-6-methoxyquinazolin-4-yl)-1,4-diazepan-1-carboxylate